(7-(difluoromethyl)-2-(4'-fluoro-2'-(4-methyl-4H-1,2,4-triazol-3-yl)-[1,1'-biphenyl]-3-yl)benzo[d]oxazol-5-yl)methanol methyl-8-bromo-6-methyl-imidazo[1,2-a]pyrazine-2-carboxylate CC1=C(N=C2N1C=C(N=C2Br)C)C(=O)OCC=2C=C(C1=C(N=C(O1)C=1C=C(C=CC1)C1=C(C=C(C=C1)F)C1=NN=CN1C)C2)C(F)F